OC1=CC(SC2=CC=CC=C12)=O 4-hydroxy-1-thiocoumarin